FC=1C=C(C=C(C1C1=NOC(=N1)C)F)C1=CC=CC=2N1N=CC2C(=O)N2CCCCC2 (7-(3,5-difluoro-4-(5-methyl-1,2,4-oxadiazol-3-yl)phenyl)pyrazolo[1,5-a]pyridin-3-yl)(piperidin-1-yl)methanone